1,3-difluoro-2-(4-fluoro-3-iodo-phenoxy)-4-methyl-5-nitro-benzene FC1=C(C(=C(C(=C1)[N+](=O)[O-])C)F)OC1=CC(=C(C=C1)F)I